6,7-dihydro-5H-cyclopenta[d]pyrimidin N1=CN=CC2=C1CCC2